COC1=CC=C(C=C1)S(=O)O p-methoxybenzenesulfinic acid